N-({(3R,4S)-2-[5-chloro-2-(2H-1,2,3-triazol-2-yl)benzoyl]-4-methyl-2-azabicyclo[3.1.1]hept-3-yl}methyl)-5-(trifluoromethyl)pyrazin-2-amine ClC=1C=CC(=C(C(=O)N2C3CC([C@@H]([C@@H]2CNC2=NC=C(N=C2)C(F)(F)F)C)C3)C1)N1N=CC=N1